COC=1C(=C2C=CNC2=C(C1)C)CN1[C@H](CC2(CC3(CC3)C2)CC1)C1=CC=C(C(=O)O)C=C1 (R)-4-(8-((5-methoxy-7-methyl-1H-indol-4-yl)methyl)-8-azadispiro[2.1.55.13]undecan-7-yl)benzoic acid